N-(2-(((2-((4-(Hydroxymethyl)phenyl)amino)-5-(trifluoromethyl)pyridin-4-yl)-amino)methyl)phenyl)-N-methylmethanesulfonamide OCC1=CC=C(C=C1)NC1=NC=C(C(=C1)NCC1=C(C=CC=C1)N(S(=O)(=O)C)C)C(F)(F)F